Cl.O=C1CC2(CC1)CNCCC2 2-oxo-7-azaspiro[4.5]decane hydrochloride